FC1(CC2=C(NC(C=3SC(=C(OC1)C32)C=3C=NNC3)=O)C)F 10,10-difluoro-7-methyl-2-(1H-pyrazol-4-yl)-12-oxa-3-thia-6-azatricyclo[6.4.1.04,13]trideca-1,4(13),7-trien-5-one